tert-Butyl 2-(5-bromo-1-methyl-1H-indazol-3-yl)-2-cyanoacetate BrC=1C=C2C(=NN(C2=CC1)C)C(C(=O)OC(C)(C)C)C#N